isopropyl 3-(4-(benzyloxy)-1H-indol-3-yl)-4-methoxy-2-nitrobutanoate C(C1=CC=CC=C1)OC1=C2C(=CNC2=CC=C1)C(C(C(=O)OC(C)C)[N+](=O)[O-])COC